C(C)C(CC=C)CCCC 4-ethyl-1-octene